nickel iron-cerium oxide [O-2].[Ce+3].[Fe+2].[Ni+2]